(E)-11-nitro-pentadec-9-enoic acid [N+](=O)([O-])C(/C=C/CCCCCCCC(=O)O)CCCC